Cl.C12N(CC(NC1)C2)C(=O)C2=CC=C(C=C2)OC (2,5-diazabicyclo[2.2.1]hept-2-yl)(4-methoxyphenyl)methanone hydrochloride